ClC=1C=C(OC2CCC(CC2)O)C=CC1C1=NOC(=N1)C (1r,4r)-4-(3-chloro-4-(5-methyl-1,2,4-oxadiazol-3-yl)phenoxy)cyclohexanol